B(ON1N=C(C(=C1C(F)(F)F)Br)C(F)(F)F)(ON1N=C(C(=C1C(F)(F)F)Br)C(F)(F)F)ON1N=C(C(=C1C(F)(F)F)Br)C(F)(F)F tris(3,5-bis(trifluoromethyl)-4-bromopyrazolyl) borate